C(C)(C)(C)/N=C/C=1C(=NC(=CC1I)Cl)Cl (E)-N-tert-butyl-1-(2,6-dichloro-4-iodopyridin-3-yl)methanimine